1,2-bisaziridinyl-ethane N1(CC1)CCN1CC1